1,2-di(pyridine-4-yl)acetylene N1=CC=C(C=C1)C#CC1=CC=NC=C1